NCCC[C@@H](C(=O)O)NC (S)-5-amino-2-(methylamino)pentanoic acid